[OH-].C(CCCCCCCCCCCCCCCCCC)[N+](CCCS(=O)(=O)O)(C)C nonadecyl-dimethyl-(3-sulfopropyl)ammonium hydroxide